hexadecyl ((((2R,3S,4R,5S)-5-(4-aminopyrrolo[2,1-f][1,2,4]triazin-7-yl)-2-cyano-3,4-dihydroxytetrahydrofuran-2-yl)methoxy)(phenoxy)phosphoryl)-L-alaninate NC1=NC=NN2C1=CC=C2[C@H]2[C@@H]([C@@H]([C@@](O2)(C#N)COP(=O)(OC2=CC=CC=C2)N[C@@H](C)C(=O)OCCCCCCCCCCCCCCCC)O)O